Cl.BrC1=NNC(=C1)CCl 3-bromo-5-(chloromethyl)-1H-pyrazole hydrochloride